(S)-N-butyl-N-(((R)-5-morpholino-1,2,3,4-tetrahydroisoquinolin-3-yl)methyl)-5,6,7,8-tetrahydroquinolin-8-amine C(CCC)N([C@H]1CCCC=2C=CC=NC12)C[C@@H]1NCC2=CC=CC(=C2C1)N1CCOCC1